C12CN(CC(CC1)N2)C2=C1C=NC(=NC1=C(C=C2)C(=O)NC=2C=C(C=1N(C2)C=C(N1)C)F)OC 5-{3,8-diazabicyclo[3.2.1]octan-3-yl}-N-{8-fluoro-2-methylimidazo[1,2-a]pyridin-6-yl}-2-methoxyquinazoline-8-carboxamide